NC=1C=C(C=CC1C(=O)N1CCC(CC1)OC1=NC=C(C=C1)C1=CC=C(C=C1)N(C)C)NC(C)=O N-(3-amino-4-(4-((5-(4-(dimethylamino)phenyl)pyridin-2-yl)oxy)piperidine-1-carbonyl)phenyl)acetamide